1,2-cyclohexanedicarboxylic acid dipentyl ester C(CCCC)OC(=O)C1C(CCCC1)C(=O)OCCCCC